NC1=CC(=NC=N1)NC1=CC(=C2N(C1=O)C1(CCN(CC1)CC(F)(F)F)NC2=O)C 6-((6-aminopyrimidin-4-yl)amino)-8-methyl-1'-(2,2,2-trifluoroethyl)-2H-spiro[imidazo[1,5-a]pyridine-3,4'-piperidine]-1,5-dione